4-vinyl-benzenesulfonic acid sodium salt hydrate O.[Na+].C(=C)C1=CC=C(C=C1)S(=O)(=O)[O-]